N1(C=NC=C1)C=1C(=NC=CC1)C(=O)O (1H-imidazol-1-yl)picolinic acid